CN(C(CCCC(=O)OC)=O)C methyl 5-dimethylamino-5-oxo-pentanoate